2-cyclohexyl-8-(1-hydroxyethyl)-6-methyl-4H-chromen-4-one C1(CCCCC1)C=1OC2=C(C=C(C=C2C(C1)=O)C)C(C)O